1-(p-tolylethynyl)-2-vinyloxybenzene C1(=CC=C(C=C1)C#CC1=C(C=CC=C1)OC=C)C